(E)-6-((4-Amino-8-(4-(2-cyanovinyl)-2,6-dimethylphenyl)quinazolin-2-yl)amino)nicotinonitrile NC1=NC(=NC2=C(C=CC=C12)C1=C(C=C(C=C1C)\C=C\C#N)C)NC1=NC=C(C#N)C=C1